ClC1=CC=C(C(=O)N(C)[C@H](CN2CCCC2)[C@@H](C)OC)C=C1 4-Chloro-N-((2R,3R)-3-methoxy-1-(pyrrolidin-1-yl)butan-2-yl)-N-methylbenzamide